N1CC(C1)COC=1C=CC(=C2C=C(N=CC12)Cl)C(C)C 8-(Azetidin-3-ylmethoxy)-3-chloro-5-isopropylisoquinoline